C1(CC1)C1=C(C=NC2=CC=CN=C12)NC1=CC=C(C=C1)[C@H](C(F)(F)F)N(C(=O)C1CCC(CC1)C1=NN=NN1C)C (1r,4S)-N-((S)-1-(4-((4-cyclopropyl-1,5-naphthyridin-3-yl)amino)phenyl)-2,2,2-trifluoroethyl)-N-methyl-4-(1-methyl-1H-tetrazol-5-yl)cyclohexane-1-carboxamide